[Na+].[Na+].O[C@H](C(=O)[O-])CCC(=O)[O-] L-α-Hydroxyglutaric acid disodium salt